tert-butyl (2-(dimethylamino)ethyl)((4-formamidophenyl)sulfonyl)carbamate CN(CCN(C(OC(C)(C)C)=O)S(=O)(=O)C1=CC=C(C=C1)NC=O)C